COC=1C=C(C=CC1C)NC(=O)C1CCC(CC1)NC1=C(C(=CC=C1)NC1=NC=CC=N1)[N+](=O)[O-] N-(3-methoxy-4-methyl-phenyl)-4-[2-nitro-3-(pyrimidin-2-ylamino)anilino]cyclohexanecarboxamide